BrC1=NN2C(N(C(=C(C2=O)N2CCNCC2)CC)CC(=O)NC=2C(=NC(=CC2)C(F)(F)F)Cl)=N1 2-(2-bromo-5-ethyl-7-oxo-6-(piperazin-1-yl)-[1,2,4]triazolo[1,5-a]pyrimidin-4(7H)-yl)-N-(2-chloro-6-(trifluoromethyl)pyridin-3-yl)acetamide